N-(2-{[(3R)-3-hydroxybutanoyl]sulfanyl}ethyl)-3-{[(4R)-2,2,5,5-tetramethyl-1,3-dioxan-4-yl]formamido}propanamide O[C@@H](CC(=O)SCCNC(CCNC(=O)[C@@H]1OC(OCC1(C)C)(C)C)=O)C